CC1=CC=C(C(=O)OCCC(C)=NC2=CC=CC=C2)C=C1 3-phenyliminobutyl 4-methylbenzoate